1-(fluorosulfonyl)-2,3-dimethyl-1H-benzimidazole trifluoromethanesulfonate FC(S(=O)(=O)O)(F)F.FS(=O)(=O)N1C(N(C2=C1C=CC=C2)C)C